N1=C(C=CC=2CCNCC12)C1=CC(NC=C1)=O 4-(5,6,7,8-tetrahydro-1,7-naphthyridin-2-yl)pyridin-2(1H)-one